ethyl 4-(tertbutoxycarbonylamino)pentanoate C(C)(C)(C)OC(=O)NC(CCC(=O)OCC)C